(R)-6-(1-amino-8-azaspiro[4.5]dec-8-yl)-3-((2,3-dichlorophenyl)thio)pyrazine-2-carbonitrile N[C@@H]1CCCC12CCN(CC2)C2=CN=C(C(=N2)C#N)SC2=C(C(=CC=C2)Cl)Cl